CN1CCN(CC1)NC(S)=S.[Te] tellurium N'-methyl-N-piperazinyl-dithiocarbamic acid